C(#N)C1(CCN(CC1)C(=O)NC=1SC(=C(N1)C1=CC(=CC=C1)C#N)C1=CC(=NC(=C1)C)CO)C#N 4,4-Dicyano-N-[4-(3-cyanophenyl)-5-[2-(hydroxymethyl)-6-methyl-4-pyridyl]thiazol-2-yl]piperidin-1-carboxamid